6-(4-(4-(2-(2-aminopyridin-3-yl)-3H-imidazo[4,5-b]pyridin-3-yl)benzyl)piperazin-1-yl)pyrazine-2-carbonitrile NC1=NC=CC=C1C1=NC=2C(=NC=CC2)N1C1=CC=C(CN2CCN(CC2)C2=CN=CC(=N2)C#N)C=C1